O7-[2,2-bis[(7-decoxy-7-oxo-heptanoyl)oxymethyl]-3-hydroxy-propyl] O1-decyl heptanedioate C(CCCCCC(=O)OCC(CO)(COC(CCCCCC(OCCCCCCCCCC)=O)=O)COC(CCCCCC(=O)OCCCCCCCCCC)=O)(=O)OCCCCCCCCCC